N-(4-fluorobenzyl)-5-((4-(4-methyl-2-(methylamino)thiazol-5-yl)pyrimidin-2-yl)amino)-1H-indole-2-carboxamide FC1=CC=C(CNC(=O)C=2NC3=CC=C(C=C3C2)NC2=NC=CC(=N2)C2=C(N=C(S2)NC)C)C=C1